Methyl-4-isopropyl-1-methylbicyclo[2.2.2]oct-5-ene-2-carboxylate COC(=O)C1C2(C=CC(C1)(CC2)C(C)C)C